2-(3,5-dibromo-4-((4-oxyl-3,4-dihydrophthalazin-1-yl)oxyl)phenyl)-3,5-dioxo-2,3,4,5-tetrahydro-1,2,4-triazine-6-nitrile calcium [Ca].BrC=1C=C(C=C(C1OC1=NNC(C2=CC=CC=C12)O)Br)N1N=C(C(NC1=O)=O)C#N